C1(=CC=C(C=C1)C=1OC(=NN1)C1=CC=C(C=C1)C1=CC=CC=C1)C1=CC=CC=C1 2,5-bis-(4-biphenylyl)-1,3,4-oxadiazole